N-phenethyl-6-(trifluoromethyl)-1H-benzo[d]imidazole-1-carboxamide C(CC1=CC=CC=C1)NC(=O)N1C=NC2=C1C=C(C=C2)C(F)(F)F